(R/S)-2-(3-(4-chlorophenyl)-3-methoxyazetidin-1-yl)-4-((tetrahydro-2H-pyran-4-yl)amino)-6,7-dihydrothieno[3,2-d]pyrimidine 5-oxide ClC1=CC=C(C=C1)C1(CN(C1)C=1N=C(C2=C(N1)CC[S@]2=O)NC2CCOCC2)OC |r|